C(C)(C)(C)C1=CC=C2C=CN(C2=C1)C 6-(Tert-butyl)-1-methyl-1H-indole